(R)-2-(6-chloropyrimidin-4-yl)-3-(2,3-difluorophenyl)isoxazolidine ClC1=CC(=NC=N1)N1OCC[C@@H]1C1=C(C(=CC=C1)F)F